COC=1C(=NC(N2C1N1[C@@]3(CO[C@H](C1)C3)C2)=O)CCC2=CC=C(C=C2)OC2=CC(=NC=C2)C(F)(F)F (3S,11aR)-6-Methoxy-7-(4-((2-(trifluoromethyl)pyridin-4-yl)oxy)phenethyl)-3,4-dihydro-1H,9H,11H-3,11a-methanopyrimido[6',1':2,3]imidazo[5,1-c][1,4]oxazin-9-one